C(#N)C1=C(C=CC=C1C1=CC2=C(OCCO2)C=C1)NC(=O)C=1N(C2=C(CNCC2)N1)C N-[2-cyano-3-(2,3-dihydro-1,4-benzodioxin-6-yl)phenyl]-1-methyl-4,5,6,7-tetrahydro-1H-imidazo[4,5-c]pyridine-2-carboxamide